C1(CC1)[C@@H](COC)/N=C/C1=NC=C(C=C1)C(F)(F)F (E)-N-[(1S)-1-cyclopropyl-2-methoxy-ethyl]-1-[5-(trifluoromethyl)-2-pyridyl]methanimine